O=C1N(N=CC2=CC=CC=C12)COCC[Si](C)(C)C 1-oxo-2-((2-(trimethylsilyl)ethoxy)methyl)-1,2-dihydrophthalazine